O=C1NC(CCC1N1C(N(C2=C1C=CC=C2CC2CC(C2)OCCN(C(OC(C)(C)C)=O)C)C)=O)=O Tert-butyl N-[2-[3-[[1-(2,6-dioxo-3-piperidyl)-3-methyl-2-oxo-benzimidazol-4-yl]methyl] cyclobutoxy]ethyl]-N-methylcarbamate